C(=O)(O)CC(CCC[C@H](N)C(=O)O)N epsilon-(1-carboxymethyl)lysine